C[C@H]1OCCN(C1)C=1SC2=C(N1)SC(=C2)C(=O)O (R)-2-(2-Methylmorpholino)thieno[2,3-d]thiazole-5-carboxylic acid